C(C1=CC=CC=C1)N(CC(C(OCCOCCOCCOCCNC(OC(C)(C)C)=O)(C)C)F)CC1=CC=CC=C1 Tert-butyl N-[2-[2-[2-[2-[3-(dibenzylamino)-2-fluoro-1,1-dimethyl-propoxy]ethoxy]ethoxy] ethoxy]ethyl]carbamate